1-phenyl-N-(pyrazol-1-ylmethyl)methanamine C1(=CC=CC=C1)CNCN1N=CC=C1